(2S)-4-amino-2-(tert-butoxycarbonylamino)butanoic acid NCC[C@@H](C(=O)O)NC(=O)OC(C)(C)C